2-(9-ethyl-6-((2S,5R)-4-(1-(7-fluoro-2,2-dimethylbenzo[d][1,3]dioxol-5-yl)ethyl)-2,5-dimethylpiperazin-1-yl)-3-methyl-2-oxo-3,9-dihydro-2H-purin-8-yl)acetonitrile C(C)N1C=2N(C(N=C(C2N=C1CC#N)N1[C@H](CN([C@@H](C1)C)C(C)C1=CC2=C(OC(O2)(C)C)C(=C1)F)C)=O)C